7-(tert-butyl) 1-methyl 2-oxo-7-azaspiro[4.5]decane-1,7-dicarboxylate O=C1C(C2(CC1)CN(CCC2)C(=O)OC(C)(C)C)C(=O)OC